2-[(2-{4-[2-(dimethylamino)ethoxy]pyridin-2-yl}-5H,6H,7H-cyclopenta[d]pyrimidin-4-yl)(methyl)amino]-N-[1-(trifluoromethyl)cyclopropyl]acetamide CN(CCOC1=CC(=NC=C1)C=1N=C(C2=C(N1)CCC2)N(CC(=O)NC2(CC2)C(F)(F)F)C)C